2-[6-chloro-3-(1-tetrahydropyran-2-ylpyrazol-4-yl)indol-1-yl]ethynyl-triisopropyl-silane ClC1=CC=C2C(=CN(C2=C1)C#C[Si](C(C)C)(C(C)C)C(C)C)C=1C=NN(C1)C1OCCCC1